C(CC=CCCCCC)OC(CCCCCCCBr)=O (Z)-8-bromooctanoic acid non-3-en-1-yl ester